OC1=C(OCC(=O)N(CC=2SC=CC2)C=2C=NNC2)C=CC(=C1)C 2-(2-hydroxy-4-methylphenoxy)-N-(1H-pyrazol-4-yl)-N-(thiophen-2-ylmethyl)acetamide